ClC1=CC(=C(C=C1)C1=NC(=CC=2N=C(N(C(C21)=O)C)C)[C@@H]2C[C@H](OCC2)C=2C=NC(=CC2)C)F 5-(4-chloro-2-fluorophenyl)-2,3-dimethyl-7-((2S,4S)-2-(6-methylpyridin-3-yl)tetrahydro-2H-pyran-4-yl)pyrido[4,3-d]pyrimidin-4(3H)-one